N1N=CC=2C1=NC=C(C2)C=2C(=NC=CC2)C=2C=CC(=C(C#N)C2)F 5-(3-(1H-Pyrazolo[3,4-b]pyridin-5-yl)pyridin-2-yl)-2-fluorobenzonitrile